(E)-3-(2,2-difluorobenzo[d][1,3]dioxol-5-yl)-N-ethyl-N-(thiophen-2-ylmethyl)acrylamide FC1(OC2=C(O1)C=CC(=C2)/C=C/C(=O)N(CC=2SC=CC2)CC)F